tris(dodecylphenyl)sulfonium tetrakis(3,5-bis-trifluoromethylphenyl)borate FC(C=1C=C(C=C(C1)C(F)(F)F)[B-](C1=CC(=CC(=C1)C(F)(F)F)C(F)(F)F)(C1=CC(=CC(=C1)C(F)(F)F)C(F)(F)F)C1=CC(=CC(=C1)C(F)(F)F)C(F)(F)F)(F)F.C(CCCCCCCCCCC)C1=C(C=CC=C1)[S+](C1=C(C=CC=C1)CCCCCCCCCCCC)C1=C(C=CC=C1)CCCCCCCCCCCC